5-((1S,5R)-1-(5-(2-methyl-2-azaspiro[3.5]nonan-7-yl)-1,3,4-oxadiazol-2-yl)-5-(trifluoromethyl)-3-azabicyclo[3.1.0]hexan-3-yl)quinoline-8-carbonitrile CN1CC2(C1)CCC(CC2)C2=NN=C(O2)[C@@]21CN(C[C@]1(C2)C(F)(F)F)C2=C1C=CC=NC1=C(C=C2)C#N